NC1=NC=NN2C1=C(C=C2C=2C=CC(=C(C(=O)N[C@@H]1CN(C[C@@H]1F)C(=O)C1=C(C=NC=C1)F)C2)C)C(F)(F)F 5-[4-Amino-5-(trifluoromethyl)pyrrolo[2,1-f][1,2,4]triazin-7-yl]-N-[(3R,4S)-4-fluoro-1-(3-fluoropyridin-4-carbonyl)pyrrolidin-3-yl]-2-methylbenzamid